[Zr].C1=CC=CC=2C3=CC=CC=C3N(C12)C=1C(=C(C=C(C1)C)N(C1=C(C=CC=C1)C=1C(=C(C=C(C1)C)C(C)(C)C)O)CCN(C)C)O [2'-((3-(9H-carbazol-9-yl)-2-hydroxy-5-methylphenyl)(2-(dimethylamino)ethyl)amino)-3-tert-butyl-5-methyl-[1,1'-biphenyl]-2-ol] zirconium